Acetic acid 2-(1-(4-(benzylthio)-2,6-difluorobenzyl)-8-methoxy-2-oxo-2,3-dihydropyrazino[2,3-c]Quinoline-4(1H)-yl)-2-oxoethyl ester C(C1=CC=CC=C1)SC1=CC(=C(CN2C(CN(C=3C=NC=4C=C(C=CC4C32)OC)C(COC(C)=O)=O)=O)C(=C1)F)F